C(C1=CC=CC=C1)OC(=O)N1CCCCC1 1-((Benzyloxy)carbonyl)piperidin